FC=1C=C(C=C(C1)F)C1=NC=C2N1C=CC(=C2C)SC 3-(3,5-difluorophenyl)-8-methyl-7-(methylthio)imidazo[1,5-a]Pyridine